FC(OC1=CC=C2C(=CC=NC2=C1)NC1=CC=C(C(=O)N)C=C1)(F)F 4-[(7-trifluoromethoxy-quinolin-4-yl)amino]Benzamide